Cl.ClC1=C(C(=CC=C1)Cl)NN1C=NCC1 (2,6-dichlorophenylamino)2-imidazoline hydrochloride